C(#N)C1=CN(C=2N=NC(=CC21)C2=C(C=C(C=C2C)OC(F)F)OCOC)[C@H]2CN(CCC2)C(=O)OC(C)(C)C tert-Butyl (3R)-3-{5-cyano-3-[4-(difluoromethoxy)-2-(methoxymethoxy)-6-methylphenyl]-7H-pyrrolo[2,3-c]pyridazin-7-yl}piperidine-1-carboxylate